CC(C)CC=O The molecule is a methylbutanal that is butanal substituted by a methyl group at position 3. It occurs as a volatile constituent in olives. It has a role as a flavouring agent, a plant metabolite, a volatile oil component and a Saccharomyces cerevisiae metabolite.